3-cyano-3-((fluorosulfonyl)methyl)piperidine-1-carboxylic acid benzyl ester C(C1=CC=CC=C1)OC(=O)N1CC(CCC1)(CS(=O)(=O)F)C#N